FC1=C(C=CC(=C1C)F)B(O)O (2,4-difluoro-3-methylphenyl)boronic acid